FC1=CC=C(C=C1)C1=CC(=C(C=C1)CNC(C=C)=O)C=1C=NC=CC1 N-((4'-fluoro-3-(pyridin-3-yl)-[1,1'-biphenyl]-4-yl)methyl)acrylamide